BrC=1C=C(C=C2C(C=C(OC12)N1CCC(CC1)OC)=O)C 8-bromo-2-(4-methoxy-1-piperidinyl)-6-methyl-chromen-4-one